C1(CC1)S(=O)(=O)NC=1SC=C(N1)C(C(=O)NC1=NC=C(C=C1)C1=CC=CC=C1)(C)C 2-(2-(cyclopropanesulfonylamino)thiazol-4-yl)-2-methyl-N-(5-phenylpyridin-2-yl)propanamide